[Lu].[Al].[Tb].[Sc] scandium terbium aluminum lutetium